2-methyl-2-{5-[(3-{4-[(2-methylpiperidin-4-yl)amino]-1-(2,2,2-trifluoroethyl)-1H-indol-2-yl}prop-2-yn-1-yl)amino]pyridin-2-yl}propanenitrile CC(C#N)(C)C1=NC=C(C=C1)NCC#CC=1N(C2=CC=CC(=C2C1)NC1CC(NCC1)C)CC(F)(F)F